C(C)(C)(C)OC(=O)N1CC(C1)(CC#N)CC1=CC=CC=C1 3-benzyl-3-(cyanomethyl)azetidine-1-carboxylic acid tert-butyl ester